tert-butyl (2S,4R)-4-[3-(4-fluorophenyl)-4-{6-phenylfuro[2,3-d]pyrimidin-4-yl}pyrazol-1-yl]-2-methylpyrrolidine-1-carboxylate FC1=CC=C(C=C1)C1=NN(C=C1C=1C2=C(N=CN1)OC(=C2)C2=CC=CC=C2)[C@@H]2C[C@@H](N(C2)C(=O)OC(C)(C)C)C